1-[4-[(5-bromo-1-methyl-imidazole-2-carbonyl)amino]-2-chloro-benzoyl]piperidine-4-carboxylic acid methyl ester COC(=O)C1CCN(CC1)C(C1=C(C=C(C=C1)NC(=O)C=1N(C(=CN1)Br)C)Cl)=O